1-(phenylsulfonyl)-1H-indole-6-carbaldehyde C1(=CC=CC=C1)S(=O)(=O)N1C=CC2=CC=C(C=C12)C=O